[Si](C)(C)(C(C)(C)C)OCCCCN(C1C[C@H](C[C@H](C1)CO)CO)C |o1:15,17| (rel-(1R,3S,5s)-5-((4-((tert-butyldimethylsilyl)oxy)butyl)(methyl)amino)cyclohexane-1,3-diyl)dimethanol